3-(2,6-difluoro-3,5-dimethoxyphenyl)-7-(1,3-dimethyl-1H-pyrazol-4-yl)-1-(pyrimidin-5-yl)-3,4-dihydropyrido[4,3-d]pyrimidin-2(1H)-one FC1=C(C(=C(C=C1OC)OC)F)N1C(N(C2=C(C1)C=NC(=C2)C=2C(=NN(C2)C)C)C=2C=NC=NC2)=O